NCC=1C=C(C=CC1)C=1C=C(C2=C(C(=CO2)COC2=C(C=CC=C2)CC(=O)OCC)C1)CN1CCN(CC1)C(=O)OC(C)(C)C tert-butyl 4-((5-(3-(aminomethyl)phenyl)-3-((2-(2-ethoxy-2-oxoethyl)phenoxy)methyl)benzofuran-7-yl)methyl)piperazine-1-carboxylate